FC=1C=CC(=NC1)C(=O)N 5-fluoropyridineamide